ethyl 2-(4-{1-[cyclopropyl (propionyl) amino] ethyl} piperidin-1-yl)-6-azaspiro[3.4]octane-6-carboxylate C1(CC1)N(C(C)C1CCN(CC1)C1CC2(C1)CN(CC2)C(=O)OCC)C(CC)=O